ClC=1C=C(CN2N=C(C=CC2=O)N2N=CN=C2)C=CC1 2-(3-chlorobenzyl)-6-(1H-1,2,4-triazol-1-yl)pyridazin-3(2H)-one